3-(2-hydroxyethoxy)azetidine-1-carboxylic acid tert-butyl ester C(C)(C)(C)OC(=O)N1CC(C1)OCCO